Cl.C(C)(C)(C)[C@@H]1CNCCC1 |r| rac-3-tert-butylpiperidine hydrochloride